1-(4-(methoxymethyl)phenyl)-N-methyl-methylamine COCC1=CC=C(C=C1)CNC